C1(=CC=CC=C1)C1(NC(=CC=C1)C1=CC=CC=C1)C1=NC=CC=C1 2,6-diphenyl-bipyridine